7-((2S,5R)-4-(Bis(4-fluorophenyl)methyl)-2,5-dimethylpiperazin-1-yl)-5-chloro-3-(((S)-tetrahydrofuran-2-yl)methyl)-3H-[1,2,3]triazolo[4,5-d]pyrimidine FC1=CC=C(C=C1)C(N1C[C@@H](N(C[C@H]1C)C=1C2=C(N=C(N1)Cl)N(N=N2)C[C@H]2OCCC2)C)C2=CC=C(C=C2)F